(R)-2-chloro-N-((R)-1-(1-methyl-1H-pyrazol-4-yl)-2-((S)-3-methylpiperidin-1-yl)ethyl)-6-phenyl-5,6,7,8-tetrahydroquinazolin-4-amine ClC1=NC=2CC[C@H](CC2C(=N1)N[C@@H](CN1C[C@H](CCC1)C)C=1C=NN(C1)C)C1=CC=CC=C1